FC(C1=NC(=NC(=N1)C(F)(F)F)N1[C@@H](C=2NC3=CC=C(C=C3C2CC1)Cl)C[C@H](CCC#N)O)(F)F (4S)-5-{(1R)-2-[4,6-bis(trifluoromethyl)-1,3,5-triazin-2-yl]-6-chloro-2,3,4,9-tetrahydro-1H-pyrido[3,4-b]indol-1-yl}-4-hydroxypentanenitrile